phenylphenyl-fluorene C1(=CC=CC=C1)C1=C(C=2CC3=CC=CC=C3C2C=C1)C1=CC=CC=C1